C(CCCCCCC\C=C/C[C@H](O)CCCCCC)(=O)O.C(CCCCCCC\C=C/C[C@H](O)CCCCCC)(=O)O ricinoleic acid ricinoleate